6-nitro-2,3-bis(4-fluorophenyl)quinoxaline [N+](=O)([O-])C=1C=C2N=C(C(=NC2=CC1)C1=CC=C(C=C1)F)C1=CC=C(C=C1)F